N\C(=N/C(=N/S(=O)(=O)C1=CC=C(C=C1)C(F)(F)F)/N1N=C(C(CC1)C1=CC=CC=C1)C1=CC=C(C=C1)Cl)\C1=CC=C(C=C1)F (Z)-N-((Z)-amino(4-fluorophenyl)methylene)-3-(4-chlorophenyl)-4-phenyl-N'-((4-(trifluoromethyl)phenyl)sulfonyl)-5,6-dihydropyridazine-1(4H)-carboximidamide